C(C)(C)C1C(CC(CC1)C)OC(CCC(=O)N(C)C)=O 2-Isopropyl-5-methylcyclohexyl-4-(dimethylamino)-4-oxobutanoat